N-(cis-2-(biphenyl-3-ylmethyl)-1-((1-methylcyclopropyl)carbonyl)pyrrolidin-3-yl)methanesulfonamide C1(=CC(=CC=C1)C[C@@H]1N(CC[C@@H]1NS(=O)(=O)C)C(=O)C1(CC1)C)C1=CC=CC=C1